β-alanine tetradecyl ester C(CCCCCCCCCCCCC)OC(CCN)=O